(ethoxymethyl)-dimethyl-ethylamine acetate C(C)(=O)O.C(C)OCC(C)N(C)C